CC1=CC2=C(C3=CC=CC=C3C(=C2C=C1)C1=CC2=CC=CC=C2C=C1)C1=CC2=CC=CC=C2C=C1 2-methyl-9,10-di2-naphthyl-anthracene